N-dodecylmaleimide bis(2-maleimidoethyl)carbonate C1(C=CC(N1CCOC(OCCN1C(C=CC1=O)=O)=O)=O)=O.C(CCCCCCCCCCC)N1C(C=CC1=O)=O